(S)-4-((1R,3r,5S,6S)-6-(1-isopropyl-3-(3-(trifluoromethyl)phenyl)-1H-1,2,4-triazol-5-yl)bicyclo[3.1.0]hexane-3-yl)-3-methylmorpholine C(C)(C)N1N=C(N=C1C1[C@H]2CC(C[C@@H]12)N1[C@H](COCC1)C)C1=CC(=CC=C1)C(F)(F)F